ClC=1C2=C(N=CN1)N(C=C2)[C@H]2[C@@H]([C@@H]([C@H](C2)CN(CC#CC=2C=C(C(=O)N)C=CC2)CC#C)O)O 3-(3-((((1R,2R,3S,4R)-4-(4-chloro-7H-pyrrolo[2,3-d]pyrimidin-7-yl)-2,3-dihydroxycyclopentyl)methyl)(prop-2-yn-1-yl)amino)prop-1-yn-1-yl)benzamide